benzyl(2-(N-(4-(((2S,4R)-2-methyl-1-propionyl-1,2,3,4-tetrahydroquinolin-4-yl)amino)phenyl)sulfamoyl)ethyl)carbamate C(C1=CC=CC=C1)OC(NCCS(NC1=CC=C(C=C1)N[C@@H]1C[C@@H](N(C2=CC=CC=C12)C(CC)=O)C)(=O)=O)=O